((1R,8S,9s)-bicyclo[6.1.0]non-4-yn-9-yl)methyl (2-(3-(2,5-dioxo-2,5-dihydro-1H-pyrrol-1-yl)propanamido)ethyl)carbamate O=C1N(C(C=C1)=O)CCC(=O)NCCNC(OCC1[C@H]2CCC#CCC[C@@H]12)=O